Triethylamine (E)-3-(hydroxymethyl)penta-2,4-dien-1-yl-phosphate OC/C(=C/COP(=O)(O)O)/C=C.C(C)N(CC)CC